ClC1=NC(=CC=C1)C1CN(C1)C 2-chloro-6-(1-methylazetidin-3-yl)pyridine